FC(F)OP(O)(O)=O difluoromethyl-phosphoric acid